FC(C1=C(C=C(C(=O)N)C=C1[2H])[2H])(F)F 4-(trifluoromethyl)benzamide-3,5-d2